N-((R)-1-(3-amino-5-(trifluoromethyl)phenyl)ethyl)-6-(3-oxabicyclo[3.1.0]hex-6-yl)-7-methoxy-2-methylpyrido[2,3-d]pyrimidin-4-amine NC=1C=C(C=C(C1)C(F)(F)F)[C@@H](C)NC=1C2=C(N=C(N1)C)N=C(C(=C2)C2C1COCC21)OC